((2-acetyl-4-fluorophenyl)amino)-5-(trifluoromethyl)-benzoic acid methyl ester COC(C1=C(C=CC(=C1)C(F)(F)F)NC1=C(C=C(C=C1)F)C(C)=O)=O